[Sn].NC=1C(=C(C(=NC1)NCC1=CC=C(C=C1)OC)F)C(C)=O 1-[5-Amino-3-fluoro-2-[(4-methoxyphenyl)methylamino]-4-pyridyl]ethanone tin